2,3-epithiopropyloxymethyl-3,6,9-trithiaundecane C(CC)OCCC1S(CCSCCSCC)S1